1-(6-fluoro-5-chloro-1H-indol-3-yl)-3-(4-((trifluoromethyl)thio)phenyl)urea FC1=C(C=C2C(=CNC2=C1)NC(=O)NC1=CC=C(C=C1)SC(F)(F)F)Cl